N-(2-(2-hydroxyethoxy)ethyl)-1-methyl-2-((6-(trifluoromethyl)benzo[d]oxazol-2-yl)amino)-1H-benzo[d]imidazole-5-carboxamide OCCOCCNC(=O)C1=CC2=C(N(C(=N2)NC=2OC3=C(N2)C=CC(=C3)C(F)(F)F)C)C=C1